3-(3-fluorobenzyl)-6-((5-(tert-butyl)-1H-imidazol-4-yl)methylene-d)piperazine-2,5-dione FC=1C=C(CC2C(NC(C(N2)=O)=C([2H])C=2N=CNC2C(C)(C)C)=O)C=CC1